tert-butyl 4-(6-((5-bromopyrimidin-2-yl)methoxy)pyridin-2-yl)piperazine-1-carboxylate BrC=1C=NC(=NC1)COC1=CC=CC(=N1)N1CCN(CC1)C(=O)OC(C)(C)C